C[C@@H]1N(CCOC1)C1CCC2(OCCO2)CC1 (S)-3-methyl-4-(1,4-dioxaspiro[4.5]decan-8-yl)morpholine